N1(CCCC1)C=1C=C(C(=O)O)C=CC1C(NS(=O)(=O)N1CCCC1)=O 3-(pyrrolidin-1-yl)-4-((pyrrolidin-1-ylsulfonyl)carbamoyl)benzoic acid